3-(4-((7-((adamantan-1-yl)amino)heptyl)amino)-6-fluoro-1-oxoisoindolin-2-yl)piperidine-2,6-dione C12(CC3CC(CC(C1)C3)C2)NCCCCCCCNC2=C3CN(C(C3=CC(=C2)F)=O)C2C(NC(CC2)=O)=O